carbonate (hydrogen carbonate) C(O)(O)=O.C(O)(O)=O